C(C)N1N=C(C2=C1C(NCC1(CCOCC1)C2)=O)C[C@H](COC(C2=CC=C(C=C2)C(C)=O)=O)C 4-Acetyl-benzoic acid [(2R)-3-(1-ethyl-8-oxo-spiro[6,7-dihydro-4H-pyrazolo[3,4-c]azepin-5,4'-tetrahydropyran]-3-yl)-2-methyl-propyl] ester